4-bromo-1-(4-ethylphenyl)pyrazole BrC=1C=NN(C1)C1=CC=C(C=C1)CC